C(C)N(C(CCCCCCCCCCC)=O)CC N,N-diethyl-lauramide